C(C1=CC=CC=C1)OC(=O)N(CCNC=1C=C(C(=O)OC)C=CC1)CCCNC(=O)OC(C)(C)C methyl 3-[2-[benzyloxycarbonyl-[3-(tert-butoxycarbonylamino)-propyl]-amino]ethylamino]benzoate